ClC=1C=C2C(=NC1OC)C=CN2 6-chloro-5-methoxy-1H-pyrrolo[3,2-b]pyridine